CC=1SC2=C(N1)SC=C2 methylthieno[2,3-d][1,3]thiazole